methyl 2-benzoyl-4-(hydroxymethyl)-2-azabicyclo[2.1.1]hexane-1-carboxylate C(C1=CC=CC=C1)(=O)N1C2(CC(C1)(C2)CO)C(=O)OC